C(C)(C)(C)OC(N[C@@H]1CC[C@H](CC1)OCC(F)F)=O trans-N-(4-(2,2-difluoroethoxy)cyclohexyl)carbamic acid tert-butyl ester